5,5-difluoro-3-iodo-1,5,6,7-tetrahydro-4H-indol-4-one FC1(C(C=2C(=CNC2CC1)I)=O)F